CC1C(C2=CC(=CC=C2C1)C)NC(=O)C=1C(NC(=CC1)C(F)(F)F)=O N-(2,6-dimethyl-2,3-dihydro-1H-inden-1-yl)-2-oxo-6-(trifluoromethyl)-1,2-dihydropyridine-3-carboxamide